C(C)(C)(C)OC(=O)N1C(CC=2C1=CN=CC2)C(=O)O 1-(tert-Butoxycarbonyl)-2,3-dihydro-1H-pyrrolo[2,3-c]pyridine-2-carboxylic acid